N1=C(C=CC=C1)COC1=CC=C(C=C1)NC(C=CC=1C=C2C(=C(C=NC2=CC1)C#N)OCC)=O (R)-N-(4-(pyridin-2-ylmethoxy)phenyl)-3-(3-cyano-4-ethoxyquinolin-6-yl)acrylamide